8-chloro-N-(2-methyl-4-(naphthalen-1-yloxy)phenyl)quinolin-2-amine ClC=1C=CC=C2C=CC(=NC12)NC1=C(C=C(C=C1)OC1=CC=CC2=CC=CC=C12)C